3-(3,4-diamino-2-fluorophenyl)tetrahydropyran-4-carboxylic acid ethyl ester C(C)OC(=O)C1C(COCC1)C1=C(C(=C(C=C1)N)N)F